BrC=1C=CC2=C(C=3CN(C(C3C=C2)=O)CC(C(=O)N)=C)C1 2-[(8-bromo-3-oxo-1H-benzo[e]isoindol-2-yl)methyl]prop-2-enamide